C(CCCC)C1=C(O)C(=CC(=C1)O)CCCCC 2,6-dipentylhydroquinone